methyl-4-amino-9-(2-((1R,3S,5R)-3-((6-bromopyridin-2-yl)carbamoyl)-2-azabicyclo[3.1.0]hexan-2-yl)-2-oxoethyl)-9H-pyrimido[4,5-b]indole CC=1N=C(C2=C(N(C3=CC=CC=C23)CC(=O)N2[C@@H]3C[C@@H]3C[C@H]2C(NC2=NC(=CC=C2)Br)=O)N1)N